C(CCCCC)C(C(=O)O[C@@H]1[C@](O[C@H](C1)N1C2=NC(=NC(=C2N=C1)N)F)(CO)C#C)CCCCCCCC (2R,3S,5R)-5-(6-amino-2-fluoro-9H-purin-9-yl)-2-ethynyl-2-(hydroxymethyl)tetrahydrofuran-3-yl 2-hexyldecanoate